FC(COS(=O)(=O)C(F)(F)F)(C)F 2,2-difluoropropyltrifluoromethanesulfonate